N[C@H](C(=O)N(C)C)CC1=CC(=C(C=C1)OC1=C2C(=NC=C1)NC=C2C)F (S)-2-amino-3-(3-fluoro-4-((3-methyl-1H-pyrrolo[2,3-b]pyridin-4-yl)oxy)phenyl)-N,N-dimethylpropionamide